O[C@@H]1CC(C[C@@H]1O)C(=O)OCC ethyl (3R,4S)-3,4-dihydroxycyclopentane-1-carboxylate